4-(3',6'-Dihydro[3,4'-bipyridyl]-1'(2'H)-yl)-1-methyl-2-oxo-1,2-dihydroquinoline-3-carbonitrile N1=CC(=CC=C1)C=1CCN(CC1)C1=C(C(N(C2=CC=CC=C12)C)=O)C#N